FC1=C(C(=CC=C1)F)C=1C(=C(N=NC1)C(=O)N)NC1=CC=C(C=C1)CC(=O)N1CCOCC1 (2,6-difluorophenyl)-4-((4-(2-morpholino-2-oxoethyl)phenyl)amino)pyridazine-3-carboxamide